2-methyl-5-((3-phenethyl-3-(tetrahydrofuran-2-yl)pyrrolidin-1-yl)methyl)thiazole CC=1SC(=CN1)CN1CC(CC1)(C1OCCC1)CCC1=CC=CC=C1